CC1(OB(OC1(C)C)C1=C(C=C(C=C1)S(=O)(=O)C)C(F)(F)F)C 4,4,5,5-tetramethyl-2-[4-methylsulfonyl-2-(trifluoromethyl)phenyl]-1,3,2-dioxaborolane